NC1=NC=2C=CC=CC2C2=C1N=C(N2CC2=CC=C(C=C2)NC(OC(C)(C)C)=O)CCCC tert-butyl (4-((4-amino-2-butyl-1H-imidazo[4,5-c]quinolin-1-yl)methyl)phenyl)carbamate